(4R,6R,15R)-9-fluoro-4,15-dihydroxy-13-oxa-2,17,21,22,25-pentaazapentacyclo[17.5.2.02,6.07,12.022,26]hexacosa-1(25),7(12),8,10,19(26),20,23-heptaen-18-one FC1=CC=2[C@H]3C[C@H](CN3C=3C=CN4N=CC(C(NC[C@H](COC2C=C1)O)=O)=C4N3)O